COC1=CC=2N(C=C1C(=O)OC)C(=NN2)[C@@H]2C[C@@H](CCC2)NC2=NC=C(C(=N2)OC2COC2)C(F)(F)F methyl 7-methoxy-3-[(1S,3R)-3-[[4-(oxetan-3-yloxy)-5-(trifluoromethyl)pyrimidin-2-yl] amino] cyclohexyl]-[1,2,4]triazolo[4,3-a]pyridine-6-carboxylate